C(C)(C)(C)OC(C1=CC=C(C=C1)NC([C@H](CC1=CC=CC=C1)[NH+]1C(C=C(C(=C1)OC)C1=C(C=CC(=C1)Cl)C(C)=O)=O)=O)=O (S)-4-(2-(4-(2-acetyl-5-chlorophenyl)-5-methoxy-2-oxopyridinium-1(2H)-yl)-3-phenylpropionamido)benzoic acid tert-butyl ester